O1CCC2=C1C(=CC=C2)C(=O)N 2,3-dihydrobenzofuran-7-formamide